n-methyl-1-methyl-2-(4-methylpiperazin-1-yl)ethylamine CNC(CN1CCN(CC1)C)C